tert-Butyl {trans-4-[3-(fluoromethyl)azetidin-1-yl]cyclohexyl}carbamate FCC1CN(C1)[C@@H]1CC[C@H](CC1)NC(OC(C)(C)C)=O